NC[C@@H]1[C@H](CN(CC1)C(=O)OC(C)(C)C)O (3R,4R)-tert-butyl 4-(aminomethyl)-3-hydroxypiperidine-1-carboxylate